5-((but-3-en-1-yl-(methyl)amino)methyl)-4-iodopyridin C(CC=C)N(C)CC=1C(=CC=NC1)I